[5-(2-chloro-3-fluoro-phenyl)-3-((S)-2-methoxy-1-methyl-ethyl)-2,4-dioxo-3,4-dihydro-2H-pyrimidin-1-yl]-acetate ClC1=C(C=CC=C1F)C=1C(N(C(N(C1)CC(=O)[O-])=O)[C@H](COC)C)=O